C(C1=CC=CC=C1)OC(=O)C1COCC1 Tetrahydrofuran-3-Carboxylic acid benzyl ester